NC=1C(=C(C=CC1N)C(C(=O)N1CC(C1)(F)F)CC(F)F)F 2-(3,4-diamino-2-fluorophenyl)-1-(3,3-difluoroazetidin-1-yl)-4,4-difluorobutan-1-one